FC(CN1N=NC2=C1C=C(C=C2F)C=2C=CN1N=C(N=C(C12)OC)N[C@@H]1[C@@H](CN(CC1)C(CO)=O)F)F 1-((3R,4S)-4-((5-(1-(2,2-Difluoroethyl)-4-fluoro-1H-benzo[d][1,2,3]triazol-6-yl)-4-methoxypyrrolo[2,1-f][1,2,4]triazin-2-yl)amino)-3-fluoropiperidin-1-yl)-2-hydroxyethan-1-one